NC1=C(C(=NN1[C@H](C(F)(F)F)C)C1=C2C(=C(N=C1)CNC(C1=C(C=CC(=C1)F)OC)=O)NN=C2)C#N (S)-N-((4-(5-Amino-4-cyano-1-(1,1,1-trifluoropropan-2-yl)-1H-pyrazol-3-yl)-1H-pyrazolo[3,4-c]pyridin-7-yl)methyl)-5-fluoro-2-methoxybenzamide